(2S,3R)-2-(6-(L-threonyl)-1-oxo-2,6-diazaspiro[3.5]nonan-2-yl)-3-hydroxybutanamide N[C@@H]([C@H](O)C)C(=O)N1CC2(CN(C2=O)[C@H](C(=O)N)[C@@H](C)O)CCC1